N1C(NC=CC(=O)[O-])=NC=2N=CNC2C1=O guanine-acrylate